ClC1=CSC2=C(N=CC=C21)N(C(C2=C(C=C(C=C2)C=2N=NN(C2)C)F)=O)[C@H]2CNCCC2 (R)-N-(3-chlorothieno[2,3-c]pyridin-7-yl)-2-fluoro-4-(1-methyl-1H-1,2,3-triazol-4-yl)-N-(piperidin-3-yl)benzamide